C(C1=CC=CC=C1)N([C@@H](C(=O)OC)C1=CC=C(C=C1)F)CC1=CC=CC=C1 (R)-methyl 2-(dibenzylamino)-2-(4-fluorophenyl)acetate